1-(4-(3-(difluoromethyl)-5-fluorobenzyl)pyridin-2-yl)-1,5,6,7-tetrahydro-4H-pyrazolo[4,3-c]pyridin-4-one FC(C=1C=C(CC2=CC(=NC=C2)N2N=CC=3C(NCCC32)=O)C=C(C1)F)F